1-(2-methyl-4-(4,4,5,5-tetramethyl-1,3,2-dioxaborolan-2-yl)phenyl)pyrrolidin-2-one CC1=C(C=CC(=C1)B1OC(C(O1)(C)C)(C)C)N1C(CCC1)=O